diphenyl-[4-(phenylthio)phenyl]sulfonium 5-amino-3-acetamido-1-(4-vinylbenzyl)-1H-1,2,4-triazoleL-(+)-lactate NC1=NC(NN1CC1=CC=C(C=C1)C=C)(C[C@@H](C(=O)[O-])O)NC(C)=O.C1(=CC=CC=C1)[S+](C1=CC=C(C=C1)SC1=CC=CC=C1)C1=CC=CC=C1